CC=1OC2=C(N1)C=CC(=C2)C=2N=C1N(C(C2)=O)C=C(C=C1)C=1CCNCC1 2-(2-methyl-1,3-benzoxazol-6-yl)-7-(1,2,3,6-tetrahydropyridin-4-yl)-4H-pyrido[1,2-a]pyrimidin-4-one